NC[C@H]1CN(CC1)C1=C(C=C2C(C(=CN(C2=C1)C1CC1)CN(CC1=CC(=NC=C1)C)[C@@H]1CN(CCC1)C=1C=NC(=CC1)C)=O)F 7-[(3S)-3-(aminomethyl)pyrrolidin-1-yl]-1-cyclopropyl-6-fluoro-3-({[(3S)-1-(6-methylpyridin-3-yl)piperidin-3-yl][(2-methylpyridin-4-yl)methyl]amino}methyl)-1,4-dihydroquinolin-4-one